1-acetyl-4-methyl-N-[[2-(methylaminomethyl)phenyl]methyl]-N-[(1R)-1-methyl-2-oxo-2-[[(3R)-2-oxospiro[1H-pyrrolo[2,3-b]pyridine-3,2'-indan]-5'-yl]amino]ethyl]piperidine-4-carboxamide C(C)(=O)N1CCC(CC1)(C(=O)N([C@@H](C(NC=1C=C2C[C@@]3(CC2=CC1)C(NC1=NC=CC=C13)=O)=O)C)CC1=C(C=CC=C1)CNC)C